2-(1-cyclobutyl-4-methoxy-1H-pyrazol-5-yl)-9-(4-(1-methyl-4-(trifluoromethyl)-1H-imidazol-2-yl)benzyl)-9H-pyrido[4',3':4,5]pyrrolo[2,3-d]pyrimidine C1(CCC1)N1N=CC(=C1C=1N=CC2=C(N1)N(C1=C2C=CN=C1)CC1=CC=C(C=C1)C=1N(C=C(N1)C(F)(F)F)C)OC